8-hydroxyquinoline sulfur [S].OC=1C=CC=C2C=CC=NC12